(2S)-2-[[(2S,5R)-2-[(3-amino-3-oxo-propyl) carbamoyl]-3-methyl-7-oxo-1,6-diazabicyclo[3.2.1]oct-3-en-6-yl] oxy]-2-fluoroacetate NC(CCNC(=O)[C@H]1N2C(N([C@H](C=C1C)C2)O[C@H](C(=O)[O-])F)=O)=O